C(C1=CC=CC=C1)OCCCCCCC1=C(C=CC=C1)P(C1=CC=CC=C1)C1=CC=CC=C1 (6-(benzyloxy)hexyl)triphenylphosphine